COC=1C=C(C=CC1N1CC2(COC2)C1)NC=1N=C(C2=C(N1)SC=C2C)NC2=CC=CC(=N2)C(C)(C)O 2-(6-((2-((3-methoxy-4-(2-oxa-6-azaspiro[3.3]heptan-6-yl)phenyl)amino)-5-methylthieno[2,3-d]pyrimidin-4-yl)amino)pyridin-2-yl)propan-2-ol